2-(pyridin-2-yl)-2,3-dihydrobenzo[d]thiazole N1=C(C=CC=C1)C1SC2=C(N1)C=CC=C2